methyl 9-fluoro-5-oxo-3,4-dihydro-2H-1,5λ4-benzoxathiepine-7-carboxylate FC1=CC(=CC=2S(CCCOC21)=O)C(=O)OC